ClC1=C(C=C(C2=CN(N=C12)C(C(=O)NC=1SC=CN1)C1=C2N(C=N1)C[C@@H](C2)F)C)C2=CC=C(C=C2)N2CCOCC2 2-(7-chloro-4-methyl-6-(4-morpholinophenyl)-2H-indazol-2-yl)-2-((R)-6-fluoro-6,7-dihydro-5H-pyrrolo[1,2-c]imidazol-1-yl)-N-(thiazol-2-yl)acetamide